5-iodo-3-((pyridin-2-ylmethyl)amino)-4H-benzo[e][1,2,4]thiadiazine 1,1-dioxide IC1=CC=CC2=C1NC(=NS2(=O)=O)NCC2=NC=CC=C2